2-[[2-[(1,3-dimethylpyrazol-4-yl)amino]-5-(trifluoromethyl)-4-pyridinyl]amino]-5-fluoro-N-methoxy-benzamide CN1N=C(C(=C1)NC1=NC=C(C(=C1)NC1=C(C(=O)NOC)C=C(C=C1)F)C(F)(F)F)C